(4-(7-fluoroquinolin-4-yl)piperazin-1-yl)(1-((6-morpholinopyridin-3-yl)sulfonyl)piperidin-3-yl)methanone FC1=CC=C2C(=CC=NC2=C1)N1CCN(CC1)C(=O)C1CN(CCC1)S(=O)(=O)C=1C=NC(=CC1)N1CCOCC1